N2-(3,5-difluorophenyl)-5-(1-methyl-1H-pyrazol-4-yl)-N4-(1,2,3,4-tetrahydroisoquinolin-7-yl)pyrimidine-2,4-diamine FC=1C=C(C=C(C1)F)NC1=NC=C(C(=N1)NC1=CC=C2CCNCC2=C1)C=1C=NN(C1)C